Cl.CN([C@H]1CNCC1)C (R)-N,N-dimethyl-pyrrolidine-3-amine hydrochloride